1-hexadecyl n-Hexanoate C(CCCCC)(=O)OCCCCCCCCCCCCCCCC